ClC1=C(C(=O)N[C@H]2[C@H]3CC[C@@H](C2)N3C#N)C=CC(=C1)N1N=CC(=C1)C 2-chloro-N-((1R,2R,4S)-7-cyano-7-azabicyclo[2.2.1]heptan-2-yl)-4-(4-methyl-1H-pyrazol-1-yl)benzamide